OC(=S)S.C=1(O)C(O)=CC=CC1 catechol xanthate